C1(=CC=CC=C1)C=1OC(=CN1)C1=CC=CC=C1 2,5-diphenyl-oxazol